N-(Heptan-4-Yl)-2-(3-(3-(Pentan-3-Ylcarbamoyl)-1H-Pyrazol-5-yl)Phenyl)Oxazole-5-Carboxamide CCCC(CCC)NC(=O)C1=CN=C(O1)C1=CC(=CC=C1)C1=CC(=NN1)C(NC(CC)CC)=O